C(C)C=1N(C=CN1)CC1=C(C=C(C=C1)C1=C(SC(=C1)CC(C)C)S(=O)(=O)N)F 3-[4-[(2-ethylimidazol-1-yl)methyl]-3-fluoro-phenyl]-5-isobutyl-thiophene-2-sulfonamid